acryloyloxyethoxycarbonyl-phthalic acid anhydride C(C=C)(=O)OCCOC(=O)C1=C2C(C(=O)OC2=O)=CC=C1